(1R,2R,3S)-N-(8-amino-7-fluoro-6-(4-methylpyridin-3-yl)isoquinolin-3-yl)-2-(1-(2,2-difluoroethyl)-1H-pyrazol-4-yl)-3-methylcyclopropane-1-carboxamide NC=1C(=C(C=C2C=C(N=CC12)NC(=O)[C@H]1[C@@H]([C@@H]1C)C=1C=NN(C1)CC(F)F)C=1C=NC=CC1C)F